Methyl-trichlorsilan C[Si](Cl)(Cl)Cl